arsenic(V) pentafluoride [As](F)(F)(F)(F)F